OC=1C2(N3C=CC=C3C(C1C(=O)N[C@@H](C)C(=O)O)=O)CCCCC2 (6'-hydroxy-8'-oxo-8'H-spiro[cyclohexane-1,5'-indolizine]-7'-carbonyl)-L-alanine